N2-(3,5-difluorobenzyl)-N4-(morpholinomethyl)-6-(1H-pyrazol-1-yl)-1,3,5-triazine-2,4-diamine FC=1C=C(CNC2=NC(=NC(=N2)NCN2CCOCC2)N2N=CC=C2)C=C(C1)F